(R)-3-(((6-(4-(difluoromethoxy)-2-methylphenyl)-1,2,3,4-tetrahydroisoquinolin-1-yl)methyl)amino)isonicotinic acid FC(OC1=CC(=C(C=C1)C=1C=C2CCN[C@H](C2=CC1)CNC1=C(C(=O)O)C=CN=C1)C)F